1-Methyl-4-acetylbenzen CC1=CC=C(C=C1)C(C)=O